(1s,3s)-3-(3-(trifluoromethoxy)pyridin-2-yl)cyclobutanol FC(OC=1C(=NC=CC1)C1CC(C1)O)(F)F